COC1=CC=C(CN(C2=C(N=C(O2)C2=CC(=NC=C2)OC)C(C(C(CC)=O)Br)=O)CC2=CC=C(C=C2)OC)C=C1 1-(5-(bis(4-methoxybenzyl)amino)-2-(2-methoxypyridin-4-yl)oxazol-4-yl)-2-bromopentane-1,3-dione